FC1([C@@H](C1)C1=CC=CC(=N1)C(=O)NC=1C(=C(C=2N(C1)C=C(N2)C2CCNCC2)F)C(C)(C)O)F |o1:2| (S or R)-6-(2,2-difluorocyclopropyl)-N-(8-fluoro-7-(2-hydroxypropane-2-yl)-2-(piperidin-4-yl)imidazo[1,2-a]pyridin-6-yl)picolinamide